C(C)(C)(C)C1=CC=C(C=C1)[I+]C1=CC=C(C=C1)C(C)(C)C bis(4-t-butylphenyl)Iodonium